(+)-N-{[4-(trifluoromethoxy)phenyl]carbamoyl}-L-isovaline FC(OC1=CC=C(C=C1)NC(=O)N[C@@](C)(CC)C(=O)O)(F)F